NC=1C=CC(=NC1)C1NCCC12C(NC(CC2)=O)=O 5-Aminopyridin-2-yl-2,7-diazaspiro[4.5]decane-6,8-dione